NC1=NN2C(C=C(C=C2)C=2C(=C(C(=O)NC(C)CC(O)C3=CC=C(C=C3)Cl)C(=CC2)C)F)=N1 3-(2-amino-[1,2,4]triazolo[1,5-a]pyridin-7-yl)-N-[4-(4-chlorophenyl)-4-hydroxybut-2-yl]-2-fluoro-6-methylbenzamide